O=C1NC(CCC1N1C(C2=CC=CC(=C2C1=O)OCCCCCCOC1=CC2=C(N=C(S2)C2=CC=C(C=C2)NC)C=C1)=O)=O 2-(2,6-dioxopiperidin-3-yl)-4-(6-(2-(4-(methylamino)phenyl)benzo[d]thiazol-6-yloxy)hexyloxy)isoindoline-1,3-dione